NC1=NC=CC=C1S(=O)(=O)NC(=O)C=1C(=NC(=CC1)C1CCC(CC1)C(F)(F)F)N1C(C[C@@H](C1)C)(C)C N-[(2-Amino-3-pyridyl)sulfonyl]-6-[4-(trifluoromethyl)cyclohexyl]-2-[(4S)-2,2,4-trimethylpyrrolidin-1-yl]pyridin-3-carboxamid